tetraoctyl-ammonium chloride [Cl-].C(CCCCCCC)[N+](CCCCCCCC)(CCCCCCCC)CCCCCCCC